2-((tert-Butoxycarbonyl)amino)-3-phenylpropyl 4-methylbenzenesulfonate CC1=CC=C(C=C1)S(=O)(=O)OCC(CC1=CC=CC=C1)NC(=O)OC(C)(C)C